2-pyrrolidin-1-yl-6-[(tetrahydro-pyran-4-ylmethyl)-amino]-pyridin N1(CCCC1)C1=NC(=CC=C1)NCC1CCOCC1